FC1=CC2=C(C=C3N2C(=NN(C3=O)CC(=O)NCCC(C)(C)O)C(C)C)S1 2-(2-Fluoro-5-isopropyl-8-oxothieno[2',3':4,5]pyrrolo[1,2-d][1,2,4]triazin-7(8H)-yl)-N-(3-hydroxy-3-methyl-butyl)acetamide